CC1=C(C(=O)P(C2=C(C=C(C=C2)CCCCC)CCCCC)(C(C2=C(C=C(C=C2C)C)C)=O)=O)C(=CC(=C1)C)C Bis(2,4,6-trimethylbenzoyl)(2,4-dipentylphenyl)phosphine oxide